O[C@@H]1C[C@H](N(C1)C(C(C(C)C)C1=CC(=NO1)OC)=O)C=1NC=C(N1)C(=O)N1CC(OCC1)C1=CC=CC=C1 1-[(2S,4R)-4-hydroxy-2-[4-(2-phenylmorpholine-4-carbonyl)-1H-imidazol-2-yl]pyrrolidin-1-yl]-2-(3-methoxyisoxazol-5-yl)-3-methyl-butan-1-one